cis-ethyl 2-methylpiperidine-3-carboxylate C[C@@H]1NCCC[C@@H]1C(=O)OCC